ClC1=CC=C(C=C1)C1=NNC(=N1)C1=CC=CC=C1 3-(4-chlorophenyl)-5-phenyl-1H-1,2,4-triazole